NCC1=CC=C(S1)S(=O)(=O)C=1C=C(C=CC1)S(=O)(=O)N1[C@@H](CCC1)CNS(=O)(=O)C(C)C (S)-N-((1-((3-((5-(Aminomethyl)thiophen-2-yl)sulfonyl)phenyl)sulfonyl)pyrrolidin-2-yl)methyl)propane-2-sulfonamide